FC=1C(=NC(=NC1)NC1=CC=C(C=C1)N1CCOCC1)NC=1C=C(C(=O)NO)C=CC1 3-((5-fluoro-2-((4-morpholinylphenyl)amino)pyrimidin-4-yl)amino)-N-hydroxybenzamide